C1=CC=CC=2C3=CC=CC=C3C(C12)N(C(=O)OC)C(C(=O)O)CC1=CC=C(C=C1)B(O)O ((9H-fluoren-9-yl)methoxy(carbonyl)amino)-3-(4-boronophenyl)propanoic acid